Ethyl (Z)-3-(4-bromothiophen-3-yl)acrylate BrC=1C(=CSC1)\C=C/C(=O)OCC